ClC1=C(C=CC2=C1[C@H](OC1=NC3=C(C(N(CCO2)CC(=O)N)=O)C=NN3C=C1)C)F 2-[(13R)-12-chloro-11-fluoro-13-methyl-4-oxo-6,7-dihydro-13H-1,15-ethenopyrazolo[4,3-f][1,10,4,8]benzodioxadiazacyclotridecin-5(4H)-yl]acetamide